[(2R,3S,4R,5R)-3,4-dihydroxy-5-([1,2,4]-triazolo[3,4-f]purin-7-yl)tetrahydrofuran-2-yl]methoxymethyl-phosphonic acid O[C@@H]1[C@H](O[C@@H]([C@@H]1O)C1=NC=C2N3C(=NC2=N1)N=NC3)COCP(O)(O)=O